FC=1C=C(CNC(=O)[C@@]2(C(N(CC2)C2=CC(=CC=C2)P(=O)(C)C)=O)O)C=C(C1)F (S)-N-(3,5-difluorobenzyl)-1-(3-(dimethylphosphoryl)phenyl)-3-hydroxy-2-oxopyrrolidine-3-carboxamide